COC(CNC1=NC2=CC(=C(C=C2C(=N1)NC(C)C1=CC(=CC(=C1)C(F)(F)F)[N+](=O)[O-])OC1COCC1)OC)OC N2-(2,2-dimethoxy-ethyl)-7-methoxy-N4-[1-(3-nitro-5-trifluoromethyl-phenyl)-ethyl]-6-(tetrahydro-furan-3-yloxy)-quinazoline-2,4-diamine